1,11-diazacycloeicosane N1CCCCCCCCCNCCCCCCCCC1